(S)-3-chloro-7-((3-methylpiperidin-1-yl)methyl)-1H-pyrrolo[3,2-b]pyridine-5-carboxamide ClC1=CNC=2C1=NC(=CC2CN2C[C@H](CCC2)C)C(=O)N